C(C1CC(CCC1)N=C=O)C1CC(CCC1)N=C=O 1,1'-methylene-bis-(3-isocyanatocyclohexane)